S(=O)(=O)(O)C(C(=O)OCCCCCCCCCC)CC(=O)OCCCCCCCCCC.[Na].[Na] sodium sodium didecyl sulfosuccinate